3-(5-(6-amino-4-(4-(methyl-sulfonyl)piperazin-1-yl)pyridin-2-yl)-1-oxoisoindolin-2-yl)piperidine-2,6-dione NC1=CC(=CC(=N1)C=1C=C2CN(C(C2=CC1)=O)C1C(NC(CC1)=O)=O)N1CCN(CC1)S(=O)(=O)C